N1(CCCCC1)OC([C@@H](NC(=O)OCC1=CC=CC=C1)C)=O Cbz-L-alanine piperidinyl ester